N1=CC=C(C=C1)N(C(=O)N)C1=C(C=C(C=C1Cl)Cl)Cl N-(4-Pyridyl)-N1-(2,4,6-trichlorophenyl)urea